(1S,2S)-N,N-BIS(4-METHOXYBENZYL)-2-METHYL-1-PHENYLPENT-4-ENE-1-SULFONAMIDE COC1=CC=C(CN(S(=O)(=O)[C@@H]([C@H](CC=C)C)C2=CC=CC=C2)CC2=CC=C(C=C2)OC)C=C1